C(OC)(OCC(CCCC)(CCCC)CCCC)=O methyl tri-n-butylEthyl carbonate